Ethyl 3-[3-(21,27-Difluoro-6,11-dimethyl-12-oxo-23-oxa-3,11,18,29-tetrazapentacyclo[22.3.1.12,5.014,22.015,19]nonacosa-1(28),2,4,14,16,19,21,24,26-nonaen-6-yl)phenyl]propanoate FC=1C=C2NC=CC2=C2CC(N(CCCCC(C3=CN=C(C=4C(=CC=C(OC12)C4)F)N3)(C)C=3C=C(C=CC3)CCC(=O)OCC)C)=O